2-(4-(6-(4-Chloro-2-fluorobenzyloxy)pyridin-2-yl)-3-fluorobenzyl)-1-(thiophen-2-ylmethyl)-1H-benzo[d]imidazol ClC1=CC(=C(COC2=CC=CC(=N2)C2=C(C=C(CC3=NC4=C(N3CC=3SC=CC3)C=CC=C4)C=C2)F)C=C1)F